((((1,3-dihydroisobenzofuran-5-yl)methoxy)carbonyl)amino)ethylboronic acid C1OCC2=CC(=CC=C12)COC(=O)NCCB(O)O